(2S,4R)-1-[(2S)-3,3-dimethyl-2-[4-[(4-phenylimidazol-1-yl)methyl]triazol-1-yl]butanoyl]-4-hydroxy-N-methyl-pyrrolidine-2-carboxamide CC([C@@H](C(=O)N1[C@@H](C[C@H](C1)O)C(=O)NC)N1N=NC(=C1)CN1C=NC(=C1)C1=CC=CC=C1)(C)C